N-isopropyl-4-(4-(2-(4-(trifluoromethyl)phenyl)acetamido)phenoxy)-7H-pyrrolo[2,3-D]pyrimidine-7-carboxamide C(C)(C)NC(=O)N1C=CC2=C1N=CN=C2OC2=CC=C(C=C2)NC(CC2=CC=C(C=C2)C(F)(F)F)=O